ClC=1N(N=C2C1N=NN(C2=O)C2[C@@H]1CN(C[C@H]21)CC(F)(F)F)CC2=C(C=CC=C2)F 7-chloro-6-(2-fluorobenzyl)-3-((1R,5S,6s)-3-(2,2,2-trifluoroethyl)-3-azabicyclo[3.1.0]hexan-6-yl)-3,6-dihydro-4H-pyrazolo[4,3-d][1,2,3]triazin-4-one